8-chloro-2-methyl-2-propyl-2,3-dihydro-4H-benzo[e][1,3]oxazin-4-one ClC1=CC=CC=2C(NC(OC21)(CCC)C)=O